ClC1=CC(=C(C=C1)C1=NC(=CC=2N=C(N(C(C21)=O)C)C)N2CC(OCC2)C2=CC(=NC=C2)C(F)(F)F)F 5-(4-chloro-2-fluorophenyl)-2,3-dimethyl-7-(2-(2-(trifluoromethyl)-4-pyridyl)-4-morpholinyl)pyrido[4,3-d]pyrimidin-4(3H)-one